2-(4-methylpiperazin-1-yl)-N-[(1R)-1-(1-naphthyl)ethyl]pyrimidine-4-carboxamide hydrochloride Cl.CN1CCN(CC1)C1=NC=CC(=N1)C(=O)N[C@H](C)C1=CC=CC2=CC=CC=C12